Butyl 2-[7-bromophthalazin-1-yl]-2,7-diazaspiro[3.5]nonane-7-carboxylate BrC1=CC=C2C=NN=C(C2=C1)N1CC2(C1)CCN(CC2)C(=O)OCCCC